tetraglycidyl-(diaminodiphenyl-methane) C(C1CO1)C=1C(=C(C(=C(C1)C(C1=CC=CC=C1)(N)N)CC1CO1)CC1CO1)CC1CO1